BrC1=C(C=CC(=C1)Cl)N1N=NC(=C1)C(=O)N1CCCCC1 (1-(2-bromo-4-chlorophenyl)-1H-1,2,3-triazol-4-yl)(piperidin-1-yl)methanone